CC(C=O)CC1=CC(CC1)C(C)(C)C (+-)-2-methyl-3-[3-(2-methyl-2-n-propyl)-1-cyclopenten-1-yl]propanal